4-(2-chloro-4-(methylsulfonyl) benzoyl)-1,3-dimethyl-1H-pyrazol-5-yl 3,6-dichloro-pyridine-2-carboxylate ClC=1C(=NC(=CC1)Cl)C(=O)OC1=C(C(=NN1C)C)C(C1=C(C=C(C=C1)S(=O)(=O)C)Cl)=O